1-(8-iodoimidazo[1,2-c]pyrimidin-5-yl)-5,7-dihydrospiro[cyclopenta[c]pyridine-6,4'-piperidine]-4-amine IC=1C=2N(C(=NC1)C1=NC=C(C3=C1CC1(CCNCC1)C3)N)C=CN2